5-(3-chlorophenyl)-2-aminobenzoxazole ClC=1C=C(C=CC1)C=1C=CC2=C(N=C(O2)N)C1